C(/C1=CC=CC=C1)=C/1\C(N(C(S1)=O)C1CC1)(C)C (Z)-5-benzylidene-3-cyclopropyl-4,4-dimethylthiazolidin-2-one